C(CCCCCC)C(COC(CCCCCCCN(C1CCC(CC1)C(=O)OCC(CCCCCCC)CCCCCCC)C(=O)N1CCN(CCC1)C)=O)CCCCCCC 2-heptylnonyl (1r,4r)-4-[{8-[(2-heptylnonyl)oxy]-8-oxooctyl}(4-methyl-1,4-diazepane-1-carbonyl)amino]cyclohexane-1-carboxylate